C(C)N1N=C(C(=C1)B1OC(C(O1)(C)C)(C)C)C 1-ethyl-3-methyl-4-(4,4,5,5-tetramethyl-1,3,2-dioxaborolan-2-yl)-1H-pyrazole